C(C)(C)(C)OC(=O)N[C@@H](CC(=O)OCC1=CC=CC=C1)CC=1OC(=NN1)C1=CC=C(C=C1)OC1=CC=C(C=C1)F (R)-benzyl 3-((tert-butoxycarbonyl) amino)-4-(5-(4-(4-fluorophenoxy) phenyl)-1,3,4-oxadiazol-2-yl)butanoate